4-fluoro-1-(5-methoxy-1-methyl-1H-pyrazole-3-carbonyl)-N-{phenyl[4-(propan-2-yl)phenyl]methyl}pyrrolidine-2-carboxamide FC1CC(N(C1)C(=O)C1=NN(C(=C1)OC)C)C(=O)NC(C1=CC=C(C=C1)C(C)C)C1=CC=CC=C1